CN(\C=C(/C(=O)OCC)\C(C1=CC(=C(C(=C1)OC)OC)OC)=O)C Ethyl (2Z)-3-(dimethylamino)-2-(3,4,5-trimethoxybenzoyl)acrylate